O[C@H]1CN(CC1)C(CN(C)C=1C2=C(N=C(N1)C1=NC=CC(=C1)OC)CCC2)=O 1-[(3R)-3-hydroxypyrrolidin-1-yl]-2-{[2-(4-methoxypyridin-2-yl)-5H,6H,7H-cyclopenta[d]pyrimidin-4-yl](methyl)amino}ethan-1-one